imidazo[1,2-a]pyridine-8-carbonitrile hydrochloride Cl.N=1C=CN2C1C(=CC=C2)C#N